(2S,3R,4S,5R)-4-[[3-[2-methoxy-6-(trifluoromethyl)-3-pyridinyl]-4,5-dimethyl-5-(trifluoromethyl)tetrahydrofuran-2-carbonyl]amino]pyridine-2-carboxamide COC1=NC(=CC=C1[C@@H]1[C@H](O[C@]([C@H]1C)(C(F)(F)F)C)C(=O)NC1=CC(=NC=C1)C(=O)N)C(F)(F)F